3-(7-chloro-8-fluoro-2-((3-(methoxycarbonyl) bicyclo[1.1.1]pentan-1-yl) methoxy) pyrido[4,3-d]pyrimidin-4-yl)-3,8-diazabicyclo[3.2.1]octane-8-carboxylate ClC1=C(C=2N=C(N=C(C2C=N1)N1CC2CCC(C1)N2C(=O)[O-])OCC21CC(C2)(C1)C(=O)OC)F